C(#N)C1=C2CC=C(C2=CC=C1)NC(C)=O N-(4-cyano-3H-indene-1-yl)-acetamide